C1(CC1)C1=C(C=CC=C1)C1=C2C(=C3C(=NC(=NC3=C1)OC[C@H]1N(CCC1)C)N1CCN(CC1)C(C=C)=O)OC=C2 (S)-1-(4-(4-(2-cyclopropylphenyl)-7-((1-methylpyrrolidin-2-yl)methoxy)furo[2,3-f]quinazolin-9-yl)piperazin-1-yl)prop-2-en-1-one